4,4'-(chloro(phenyl)methylene)-bis(methoxybenzene) ClC(C1=CC=C(C=C1)OC)(C1=CC=C(C=C1)OC)C1=CC=CC=C1